O=C(C(C)N1C(C2=CC=CC=C2C1=O)=O)N1CCCC1 2-(1-oxo-1-(pyrrolidin-1-yl)propan-2-yl)isoindoline-1,3-dione